N-(2-((3R,5R)-3-Fluoro-5-((5-(trifluoromethyl)pyrimidin-2-yl)amino)piperidin-1-yl)-1,6-dimethyl-1H-benzo[d]imidazol-5-yl)-4-hydroxybut-2-ynamide F[C@H]1CN(C[C@@H](C1)NC1=NC=C(C=N1)C(F)(F)F)C1=NC2=C(N1C)C=C(C(=C2)NC(C#CCO)=O)C